3,4-dichloro-2-((S)-3-((R)-3-methyltetrahydrofuran-3-yl)-6,7-dihydro-5H-pyrrolo[2,1-c][1,2,4]triazol-6-yl)phenol ClC=1C(=C(C=CC1Cl)O)[C@@H]1CC2=NN=C(N2C1)[C@@]1(COCC1)C